6-fluoro-4-(4-fluorophenyl)-N-(pyrrolidin-2-ylmethyl)-3,4-dihydroquinoxaline FC=1C=C2N(CCN(C2=CC1)CC1NCCC1)C1=CC=C(C=C1)F